5-(chloromethyl)-3-heptyl-1,2,4-oxadiazole ClCC1=NC(=NO1)CCCCCCC